2,5-dimethyl-2,5-bis-(t-butylperoxy)hexane CC(C)(CCC(C)(OOC(C)(C)C)C)OOC(C)(C)C